NC1=C2CN(C(C2=CC=C1)=O)C1C(N(C(CC1)=O)CCCCCN(C(OC(C)(C)C)=O)C)=O tert-butyl (5-(3-(4-amino-1-oxoisoindolin-2-yl)-2,6-dioxopiperidin-1-yl)pentyl)(methyl)carbamate